N1C=C(C2=CC=CC=C12)CCC(=O)NCCNC(OC(C)(C)C)=O tert-butyl (2-(3-(1H-indol-3-yl)propanamido)ethyl)carbamate